ClC=1C(=C2C(=NC1C)NC(=C2)C(=O)O)C 5-chloro-4,6-dimethyl-1H-pyrrolo[2,3-b]pyridine-2-carboxylic acid